5-chloro-2-(4-fluorophenyl)-1H-indole-3-carbohydrazide ClC=1C=C2C(=C(NC2=CC1)C1=CC=C(C=C1)F)C(=O)NN